N-(3-(6-(4-(3H-imidazo[4,5-b]pyridin-7-yl)-1H-pyrazol-1-yl)pyridin-3-yl)-4,4,4-trifluorobutyl)cyclopropanamine N1=CNC2=NC=CC(=C21)C=2C=NN(C2)C2=CC=C(C=N2)C(CCNC2CC2)C(F)(F)F